FC=1C=C(C=CC1F)N(C(/C=C/C(=O)OCC)=O)CCCN(C)C ethyl (E)-4-((3,4-difluorophenyl) (3-(dimethylamino) propyl) amino)-4-oxobut-2-enoate